decylparaben C(CCCCCCCCC)OC(=O)C1=CC=C(O)C=C1